C(C)(=O)O[C@H]1[C@@H](O[C@@H]([C@@H]([C@@H]1OC(C)=O)OC(C)=O)COC(C)=O)O[C@H]1[C@@H]([C@H]([C@H](OCC2=CC=CC=C2)O[C@@H]1COCC1=CC=CC=C1)N=[N+]=[N-])OCC1=CC=CC=C1 Benzyl 2,3,4,6-tetra-O-acetyl-beta-D-galactopyranosyl-(1→4)-2-azido-3,6-di-O-benzyl-2-deoxy-beta-D-glucopyranoside